3-[3-chloro-2-(difluoromethoxy)anilino]-2-{3-[(oxan-4-yl)methoxy]pyridin-4-yl}-1,5,6,7-tetrahydro-4H-pyrrolo[3,2-c]pyridin-4-one ClC=1C(=C(NC2=C(NC3=C2C(NCC3)=O)C3=C(C=NC=C3)OCC3CCOCC3)C=CC1)OC(F)F